1-{4-[1-(2,6-difluorobenzyl)-5-[(dimethylamino)methyl]-3-(6-methoxypyridazin-3-yl)-2,4-dioxo-1,2,3,4-tetrahydrothieno[2,3-d]pyrimidin-6-yl]phenyl}-3-methoxyurea FC1=C(CN2C(N(C(C3=C2SC(=C3CN(C)C)C3=CC=C(C=C3)NC(=O)NOC)=O)C=3N=NC(=CC3)OC)=O)C(=CC=C1)F